methyl 5,6-dichloro-4-[(2,2,2-trichloroacetyl)carbamoylamino]pyridine-3-carboxylate ClC=1C(=C(C=NC1Cl)C(=O)OC)NC(NC(C(Cl)(Cl)Cl)=O)=O